OCCC[N+](C)(C)C hydroxypropyl(trimethyl)azanium